C[C@@H](C(=O)[O-])CC (R)-2-methylbutanoate